CN1CCN(CC1)C1=CC(=NC=C1)NC=1SC2=C(N1)C=CC(=C2)C=2C=NNC2 N-(4-(4-methylpiperazin-1-yl)pyridin-2-yl)-6-(1H-pyrazol-4-yl)benzo[d]thiazol-2-amine